C1(=CC=CC=C1)[Sn](CCCC)(CCCC)C1=CC=CC=C1 diphenyl-dibutyl-tin